2-((3-methoxybenzyl)thio)-6-oxo-4-(3,4,5-trimethoxyphenyl)-1,6-dihydropyrimidine-5-carbonitrile COC=1C=C(CSC=2NC(C(=C(N2)C2=CC(=C(C(=C2)OC)OC)OC)C#N)=O)C=CC1